Tert-butyl 2-(4-bromo-5-fluoro-2-(hydroxymethyl) benzyl)-1-(2-methoxyethyl)-1H-benzo[d]imidazole-6-carboxylate BrC1=CC(=C(CC2=NC3=C(N2CCOC)C=C(C=C3)C(=O)OC(C)(C)C)C=C1F)CO